4,4'-bis(2-methylimidazolyl)biphenyl ethyl-(2,6-difluorobenzyl)-[4-dimethylaminomethyl-3-(6-methoxypyridazin-3-ylcarbamoyl)-5-(4-nitrophenyl)thiophen-2-yl]carbamate C(C)OC(N(C=1SC(=C(C1C(NC=1N=NC(=CC1)OC)=O)CN(C)C)C1=CC=C(C=C1)[N+](=O)[O-])CC1=C(C=CC=C1F)F)=O.CC=1NC=C(N1)C1=CC=C(C=C1)C1=CC=C(C=C1)C=1N=C(NC1)C